CN1N=CC(=C1C1=NC=C(C(=N1)OC1CN(C1)C(=O)N1N=CC[C@H]1C=1C=NC=C(C#N)C1)F)C (S)-5-(1-(3-((2-(1,4-dimethyl-1H-pyrazol-5-yl)-5-fluoropyrimidin-4-yl)oxy)azetidine-1-carbonyl)-4,5-dihydro-1H-pyrazol-5-yl)nicotinonitrile